bisphenol A epoxy-cis-butenoate C1=C(CC(=O)O)O1.OC1=CC=C(C=C1)C(C)(C)C1=CC=C(C=C1)O